(13Z)-eicosa-13-en-1-ol C(CCCCCCCCCCC\C=C/CCCCCC)O